ClC=1C=C(OC=2N=NC(=CC2C(=O)N)C)C=CC1 3-(3-chlorophenoxy)-6-methylpyridazine-4-carboxamide